(10E)-16-(5-methyl-3,4-dihydro-2H-quinoxalin-1-yl)-8-oxa-2,14,20,21-tetrazatetracyclo[12.6.2.13,7.018,22]tricosa-1(20),3,5,7(23),10,16,18,21-octaen-15-one CC1=C2NCCN(C2=CC=C1)C=1C(N2CC/C=C/COC=3C=CC=C(NC4=NC=C(C1)C2=N4)C3)=O